(2S,4R)-1-((S)-2-azido-3-methylbutanoyl)-N-((R)-1-(4-(3-fluoropyridin-4-yl)phenyl)-2-hydroxyethyl)-4-hydroxypyrrolidine-2-carboxamide N(=[N+]=[N-])[C@H](C(=O)N1[C@@H](C[C@H](C1)O)C(=O)N[C@@H](CO)C1=CC=C(C=C1)C1=C(C=NC=C1)F)C(C)C